3-((7-(5-chloro-3-fluoro-1-(pyrrolidin-3-ylmethyl)-1H-indol-7-yl)thieno[3,2-b]pyridin-2-yl)methyl)-6,6-dimethyl-3-azabicyclo[3.1.0]hexane-2,4-dione trifluoroacetate FC(C(=O)O)(F)F.ClC=1C=C2C(=CN(C2=C(C1)C1=C2C(=NC=C1)C=C(S2)CN2C(C1C(C1C2=O)(C)C)=O)CC2CNCC2)F